C1(=CC=CC=C1)N(C=1C=CC=2NC3=CC=C(C=C3C2C1)N(C1=CC=CC=C1)C1=CC=CC=C1)C1=CC=CC=C1 N3,N3,N6,N6-tetraphenyl-9H-carbazole-3,6-diamine